1,3-bis[5-(4-tert-butylphenyl)-1,3,4-oxadiazole-2-yl]benzene C(C)(C)(C)C1=CC=C(C=C1)C1=NN=C(O1)C1=CC(=CC=C1)C=1OC(=NN1)C1=CC=C(C=C1)C(C)(C)C